4-((4-(2-cyclopropylpyrimidin-5-yl)thiazol-2-yl)oxy)-2-fluoroaniline C1(CC1)C1=NC=C(C=N1)C=1N=C(SC1)OC1=CC(=C(N)C=C1)F